CN(C1=CC=C(C=C1)N(C)C)C N,N,N',N'-tetramethyl-1,4-phenylenediamine